ClC=1C=C2C(=NC(=NC2=C(C1C1=C2C=NNC2=CC=C1C)F)OC1CN(CC1)C)N1CC2(CNC2)CC1 6-chloro-8-fluoro-7-(5-methyl-1H-indazol-4-yl)-2-((1-methylpyrrolidin-3-yl)oxy)-4-(2,6-diazaspiro[3.4]Oct-6-yl)quinazoline